BrC1=NC(=CC=C1OC(F)F)I 2-bromo-3-(difluoromethoxy)-6-iodopyridine